1-[1-(4-{[2-Amino-5-({4-[3-(3-methyl-1H-imidazol-3-ium-1-yl)pyrrolidin-1-yl]phenyl}amino)-4-oxocyclohexa-2,5-dien-1-yliden]amino}phenyl)-pyrrolidin-3-yl]-3-methyl-1H-imidazol NC=1C(C=C(C(C1)=O)NC1=CC=C(C=C1)N1CC(CC1)N1C=[N+](C=C1)C)=NC1=CC=C(C=C1)N1CC(CC1)N1CN(C=C1)C